C(C)(C)(C)OC(=O)N1CC(C(CC1)=O)Br 3-Bromo-4-oxopiperidine-1-carboxylic acid tert-butyl ester